(1S,2S,3S,6R)-6-((2-cyclopentylethyl)amino)-4-(fluoromethyl)cyclohex-4-ene-1,2,3-triol C1(CCCC1)CCN[C@@H]1C=C([C@@H]([C@@H]([C@H]1O)O)O)CF